N-(4-(4-(3-oxa-8-azabicyclo[3.2.1]octan-8-yl)-7H-pyrrolo[2,3-d]pyrimidin-6-yl)phenyl)-1'-acryloyl-[1,4'-bipiperidine]-4-carboxamide C12COCC(CC1)N2C=2C1=C(N=CN2)NC(=C1)C1=CC=C(C=C1)NC(=O)C1CCN(CC1)C1CCN(CC1)C(C=C)=O